C(#N)C1=NC=CC=C1C1=CC(=NC(=C1)S(=O)(=O)C)NC1=CC(=NC=C1C1=CC=C2C(=N1)OCC(O2)(C)C)NC(C)=O N-(4-((2-cyano-6'-(methylsulfonyl)-[3,4'-bipyridin]-2'-yl)amino)-5-(2,2-dimethyl-2,3-dihydro-[1,4]dioxino[2,3-b]pyridin-6-yl)pyridin-2-yl)acetamide